C(C)(C)(C)OC(=O)C=1C=CC2=C(N(C(=N2)CN2CC3=CC(=NC=C3CC2)Cl)C[C@H]2OCC2)C1 (S)-2-((7-chloro-3,4-dihydro-2,6-naphthyridin-2(1H)-yl)methyl)-1-((oxetan-2-yl)methyl)-1H-benzo[d]imidazole-6-carboxylic acid tert-butyl ester